((2R,5S)-2-(3-cyano-2-(1-methylpiperidin-4-yl)quinolin-7-yl)-5-methylpiperidin-1-yl)-2-oxo-N-(1H-pyrazolo[4,3-c]pyridin-7-yl)acetamide C(#N)C=1C(=NC2=CC(=CC=C2C1)[C@@H]1N(C[C@H](CC1)C)C(C(=O)NC=1C2=C(C=NC1)C=NN2)=O)C2CCN(CC2)C